ClC=1C=C2C(=CNC2=CC1)NC(=O)NC1=CC=C(C=C1)OC(F)(F)Cl 1-(5-Chloro-1H-indol-3-yl)-3-(4-(chlorodifluoromethoxy)phenyl)urea